S(=O)(=O)(OC1=NC=CC=N1)[O-] pyrimidyl sulfate